The molecule is a member of the class of octahydronaphthalenes that is 1,2,3,4,6,7,8,8a-octahydronaphthalene which is substituted by methyl groups at the 8 and 8a positions, and by a 2-hydroxypropan-2-yl group at position 2 (the 2R,8R,8aS stereoisomer). It has a role as a plant metabolite. It is a germacrane sesquiterpenoid, a tertiary alcohol, a member of octahydronaphthalenes and an eremophilane sesquiterpenoid. C[C@@H]1CCC=C2[C@]1(C[C@@H](CC2)C(C)(C)O)C